O1C=C(C=C1)C=1C=2CCNC(C2C(=C2C1OC(O2)C)C)=O 9-(furan-3-yl)-2,4-dimethyl-7,8-dihydro-[1,3]dioxolo[4,5-g]isoquinolin-5(6H)-one